C(#N)C=1C=CC(=NC1)S(=O)(=O)NC=1C=CC(=C2C=CC=NC12)C(F)(F)F 5-cyano-N-[5-(trifluoromethyl)-8-quinolinyl]-2-pyridinesulfonamide